N-(2,6-dimethylphenyl)-2-phenylimidazole CC1=C(C(=CC=C1)C)N1C(=NC=C1)C1=CC=CC=C1